OC(C(=O)OC(C)C)(C)C i-propyl 2-hydroxyisobutyrate